(1r,3r)-3-((Benzyloxy)methyl)cyclobutanol C1C(CC1O)COCC2=CC=CC=C2